CC(C)S(=O)(=O)NC1=CC=C(C(=O)NC2CCC(CC2)NC2=CC(=C(C=C2)C#N)C(F)(F)F)C=C1 4-(propane-2-sulfonamido)-N-[(1s,4s)-4-{[4-cyano-3-(trifluoromethyl)phenyl]amino}cyclohexyl]benzamide